(8R,9S,13S,14S)-3-hydroxy-13-methyl-7,8,9,11,12,14,15,16-octahydro-6H-cyclopenta[a]phenanthren-17-one OC=1C=CC=2[C@H]3CC[C@@]4(C(CC[C@H]4[C@@H]3CCC2C1)=O)C